CC1(CN2C(O1)=C(C=N2)S(=O)(N)=NC(C2=CC=CC=C2)(C2=CC=CC=C2)C2=CC=CC=C2)C 2,2-dimethyl-N'-trityl-2,3-dihydropyrazolo[5,1-b]oxazole-7-sulfonimidamide